3,3-dimethyl-2,3-dihydropyrazolo[5,1-b]oxazole-7-sulfonimidamide CC1(N2C(OC1)=C(C=N2)S(=O)(N)=N)C